bis(4-(diphenylsulfonio)-phenyl) sulfate S(=O)(=O)(OC1=CC=C(C=C1)[S+](C1=CC=CC=C1)C1=CC=CC=C1)OC1=CC=C(C=C1)[S+](C1=CC=CC=C1)C1=CC=CC=C1